N(=NC(C(=O)OC)(C)C)C(C(=O)OC)(C)C dimethyl azodi(2-methylpropionate)